C(#N)C1=C(SC2=C1C1(CNC1)CCC2)NC(OC(C)(C)C)=O tert-butyl N-(3-cyanospiro[6,7-dihydro-5H-benzothiophene-4,3'-azetidine]-2-yl)carbamate